7-[(2S)-1,4-dioxan-2-ylmethyl]-3-iodo-2-[2-(methylsulfanyl)pyrimidin-4-yl]-1h,5h,6h,7h-pyrrolo[3,2-c]pyridin-4-one O1[C@H](COCC1)CC1C2=C(C(NC1)=O)C(=C(N2)C2=NC(=NC=C2)SC)I